[3-[[2-Fluoro-4-(trifluoromethyl)phenyl]methylamino]azetidin-1-yl]-[(3S)-3-(tetrazol-1-yl)pyrrolidin-1-yl]methanone FC1=C(C=CC(=C1)C(F)(F)F)CNC1CN(C1)C(=O)N1C[C@H](CC1)N1N=NN=C1